(Z)-2-((4-hydroxy-3-methoxy-benzyl)amino)-2-oxoethyl 12-(2-phenylacetoxy)octadec-9-enoate C1(=CC=CC=C1)CC(=O)OC(C\C=C/CCCCCCCC(=O)OCC(=O)NCC1=CC(=C(C=C1)O)OC)CCCCCC